2-(5-(8-methoxy-[1,2,4]triazolo[1,5-a]pyridin-6-yl)-4-(2,2,2-trifluoroethyl)-1H-pyrazol-3-yl)-4-methyl-5-(2,6-diazaspiro[3.3]hept-2-yl)thiazole COC=1C=2N(C=C(C1)C1=C(C(=NN1)C=1SC(=C(N1)C)N1CC3(C1)CNC3)CC(F)(F)F)N=CN2